OC[C@@H]1N(CC1)C1=NC(=CC(=C1C#N)C(F)(F)F)C=1C=NN(C1)C1CCNCC1 2-[(2R)-2-(Hydroxymethyl)azetidin-1-yl]-6-[1-(4-piperidyl)pyrazol-4-yl]-4-(trifluoromethyl)pyridine-3-carbonitrile